5-[3,4-Dihydroisoquinolin-2(1H)-yl]-1-[10,11-dihydro-5H-dibenzo[b,f]azepin-5-yl]pentan-1-one oxalate C(C(=O)O)(=O)O.C1N(CCC2=CC=CC=C12)CCCCC(=O)N1C2=C(CCC3=C1C=CC=C3)C=CC=C2